C(C)(=O)N1CCN(CC1)CC=1C=C(C=CC1)C1=C(C=2C(=NC=C(C2)C(=O)OC(C)C)N1)C1=CC(=C(C=C1)C)NC(C=C)=O isopropyl 2-(3-((4-acetylpiperazin-1-yl)methyl)phenyl)-3-(3-acrylamido-4-methylphenyl)-1H-pyrrolo[2,3-b]pyridine-5-carboxylate